ClC1=CC(=NC=N1)CNC(OC(C)(C)C)=O tert-butyl ((6-chloropyrimidin-4-yl)methyl)carbamate